[Cl-].[Br-].C(C)OC(=O)C[N+]1=CC=C(C=C1)C1=CC=[NH+]C=C1 ethoxycarbonylmethyl-4,4'-bipyridinium bromide chloride salt